tert-butyl (6s,7s)-7-((3-(2,6-dioxopiperidin-3-yl)-1-methyl-1H-indazol-7-yl) amino)-6-methyl-2-azaspiro[3.5]nonane-2-carboxylate O=C1NC(CCC1C1=NN(C2=C(C=CC=C12)N[C@@H]1[C@H](CC2(CN(C2)C(=O)OC(C)(C)C)CC1)C)C)=O